2-(1-Cyclopropyl-2-hydroxy-2-methylpropyl)-7-(4-(5-methyl-1,3,4-oxadiazol-2-yl)phenyl)isoindolin-1-one C1(CC1)C(C(C)(C)O)N1C(C2=C(C=CC=C2C1)C1=CC=C(C=C1)C=1OC(=NN1)C)=O